4-(methoxycarbonyl piperidin-1-yl)benzo[d]thiazole-6-carboxylate COC(=O)C1N(CCCC1)C1=CC(=CC2=C1N=CS2)C(=O)[O-]